C(C)(C)(C)C1=CC=C(C=C1)[C@H](C)NC(=O)C1=CC=C2C(=C(N(C2=C1)C)C)CC=1C(=C(O[C@H](C(=O)OC)C)C=CC1)Cl methyl (S)-2-(3-((6-(((S)-1-(4-(tert-butyl)phenyl)ethyl)carbamoyl)-1,2-dimethyl-1H-indol-3-yl)methyl)-2-chlorophenoxy)propanoate